2-amino-9-((2R,3R,5S)-3-hydroxy-5-((S)-1-hydroxypropyl)tetrahydrofuran-2-yl)-7-(prop-2-yn-1-yl)-7,9-dihydro-1H-purine-6,8-dione NC=1NC(C=2N(C(N(C2N1)[C@@H]1O[C@@H](C[C@H]1O)[C@H](CC)O)=O)CC#C)=O